BrC1=CC=C(C=C1)C=1N=C(SC1)NC(C1=C(C=C(C=C1)Cl)NS(=O)(=O)C(C)C)=O N-(4-(4-Bromophenyl)thiazol-2-yl)-4-chloro-2-((1-methylethyl)sulfonamido)benzamide